CN(CCCC(=O)OC(CCCCCCC=CCCCCCCCCCC(=O)[O-])CCCCCCCCC)C 19-{[4-(dimethylamino)butanoyl]oxy}octacos-11-enoate